O.O.C(\C=C\C(=O)O)(=O)O.NC1=C(C(=O)NC23CCC(CC2)(CC3)O)C=C(C=N1)C1=CC=C(C=C1)[C@@]13CN(C[C@H]3C1)C1CCOCC1 2-amino-N-(4-hydroxybicyclo-[2.2.2]octan-1-yl)-5-(4-((1R,5S)-3-(tetrahydro-2H-pyran-4-yl)-3-azabicyclo-[3.1.0]hexan-1-yl)phenyl)-nicotinamide fumarate dihydrate